N-(3-(aminomethyl)cyclobutyl)-2-(4-isopropylpiperidin-1-yl)pyrimidin-5-amine NCC1CC(C1)NC=1C=NC(=NC1)N1CCC(CC1)C(C)C